N1N=CC2=CC=C(C=C12)C1=C(C=CC=C1)O 1H-indazol-6-yl-phenol